2-methylbutantetraol CC(C(O)(O)O)(CC)O